(di-t-butylphenyl)iodonium Ethyl-3-[(5R)-5-isopropenyl-1-cyclohexen-1-yl]-2-methylpropanoate C(C)OC(C(CC1=CCC[C@H](C1)C(=C)C)C)=O.C(C)(C)(C)C=1C(=C(C=CC1)[IH+])C(C)(C)C